N=1C=CN2C1C=NCC2 5,6-dihydroimidazo[1,2-a]pyrazin